(S)-6-methoxy-N-(pyrrolidin-3-yl)quinolin-5-amine hydrochloride Cl.COC1=C(C=2C=CC=NC2C=C1)N[C@@H]1CNCC1